NC1=NC(=CC(=N1)N1CCC2(C[C@H](NC2)C(=O)O)CC1)O[C@@H](C(F)(F)F)C1=C(C=C(C=C1)Cl)C1=CC(=CC=C1)S(=O)(=O)CCCC (S)-8-(2-amino-6-((R)-1-(3'-(butylsulfonyl)-5-chloro-[1,1'-biphenyl]-2-yl)-2,2,2-trifluoroethoxy)pyrimidin-4-yl)-2,8-diazaspiro[4.5]decane-3-carboxylic acid